(R)-N,N,2-trimethyl-4-(2-(5-methyl-2-(3-oxo-3-(tetrahydrofurane-3-ylamino)propyl)-1,2,3,4-tetrahydroisoquinolin-7-yl)-5-tosyl-5H-pyrrolo[2,3-b]pyrazin-7-yl)benzamide CN(C(C1=C(C=C(C=C1)C1=CN(C2=NC=C(N=C21)C2=CC(=C1CCN(CC1=C2)CCC(N[C@H]2COCC2)=O)C)S(=O)(=O)C2=CC=C(C)C=C2)C)=O)C